OC1(CC(C1)C(=O)N1CC2(C1)CCC(CC2)C2=NN1C(C=CC=C1)=C2)C ((1s,3s)-3-hydroxy-3-methylcyclobutyl)(7-(pyrazolo[1,5-a]pyridin-2-yl)-2-azaspiro[3.5]nonan-2-yl)methanone